4-(3-(3-sulfamylphenyl)ureido)butanoic acid S(N)(=O)(=O)C=1C=C(C=CC1)NC(NCCCC(=O)O)=O